[Si](C1=CC=CC=C1)(C1=CC=CC=C1)(C(C)(C)C)OCC=1N(SC=CC1)C(=O)O (((tert-butyldiphenylsilyl)oxy)methyl)-1,2-thiazine-2-carboxylic acid